CCCCCCCC[C@H](CCCCCCCCC(=O)[O-])O The molecule is a hydroxy monocarboxylic acid anion resulting from the removal of the proton from the carboxy group of (R)-10-hydroxyoctadecanoic acid. It is a hydroxy monocarboxylic acid anion, a hydroxy saturated fatty acid anion and a 10-hydroxyoctadecanoate. It derives from an octadecanoate. It is a conjugate base of a (R)-10-hydroxyoctadecanoic acid.